1-((S)-4-((R)-7-(6-amino-4-methyl-3-(trifluoromethyl)pyridin-2-yl)-6-chloro-8-fluoro-2-(((S)-1-methylpyrrolidin-2-yl)methoxy)quinazolin-4-yl)-3-methylpiperazin-1-yl)prop-2-en-1-one NC1=CC(=C(C(=N1)C1=C(C=C2C(=NC(=NC2=C1F)OC[C@H]1N(CCC1)C)N1[C@H](CN(CC1)C(C=C)=O)C)Cl)C(F)(F)F)C